5,6-difluoro-3,4-dihydronaphthalen-1(2H)-one FC1=C2CCCC(C2=CC=C1F)=O